C(N)(=O)[C@@H]1C[C@]2(CN1C([C@H](CC1CC1)N(C([C@H](CC1CC1)NC(OC(C)(C)C)=O)=O)C)=O)OC1=C(C=CC=C1CC2=O)C#N t-butyl ((S)-1-(((S)-1-((2R,5'S)-5'-carbamoyl-8-cyano-3-oxospiro[chromane-2,3'-pyrrolidin]-1'-yl)-3-cyclopropyl-1-oxopropan-2-yl)(methyl)amino)-3-cyclopropyl-1-oxopropan-2-yl)carbamate